COC1NC2=CC=CC=C2C=C1C(=O)N 2-methoxy-1,2-dihydroquinoline-3-carboxamide